C(CCCCCCCCCCCCCCC)N1C(=C(C(C=C1)=O)OCC1=CC=C(C=C1)O)CC N-hexadecyl-2-ethyl-3-(4-hydroxybenzyloxy)-pyridin-4-one